CC1=NC=C(C=C1CC1(CC1)C#N)C1=NOC(=N1)C(F)(F)F 1-((2-methyl-5-(5-(trifluoromethyl)-1,2,4-oxadiazol-3-yl)pyridin-3-yl)methyl)cycloPropane-1-carbonitrile